O=C1NC(CCC1N1C(N(C2=C1C=CC(=C2)C#CCCOC2CCN(CC2)C(=O)OC(C)(C)C)C)=O)=O Tert-butyl 4-((4-(1-(2,6-dioxopiperidin-3-yl)-3-methyl-2-oxo-2,3-dihydro-1H-benzo[d]imidazol-5-yl)but-3-yn-1-yl)oxy)piperidine-1-carboxylate